C(C)(C)N(CCN([C@@H](C)C(=O)O)P(=O)(OC1=CC=CC=C1)OC1=CC=C(C=C1)[N+](=O)[O-])C(C)C.ClC=1C(=NC=CC1)C(=O)N1CC(CC1)C1=C(C=C(C=C1)OC1=CC=CC=C1)CO (3-chloropyridin-2-yl)(3-(2-(hydroxymethyl)-4-phenoxyphenyl)pyrrolidin-1-yl)methanone 2-(diisopropylamino)ethyl-((4-nitrophenoxy)(phenoxy)phosphoryl)-L-alaninate